ethyl 2-(((benzyloxy)carbonyl)amino)-3,3,4-trimethylpentanoate C(C1=CC=CC=C1)OC(=O)NC(C(=O)OCC)C(C(C)C)(C)C